Sulfur (sulfate) S(=O)(=O)([O-])[O-].[S+2]